C(C=1C(C(=O)O)=CC=CC1)(=O)O.N1=CC=CC(=C1)C1N(C)CCC1 nicotine phthalic acid salt